5-(imidazo[1,2-a]pyrimidin-6-yl)-N-isobutyl-7H-pyrrolo[2,3-d]pyrimidin-2-amine N=1C=CN2C1N=CC(=C2)C2=CNC=1N=C(N=CC12)NCC(C)C